ClC1=CC2=C(N(C(N=C2N2[C@H](CN(CC2)C(C=C)=O)C)=O)C=2N=CSC2C(C)C)N=C1C1=C(C=CC=C1O)F 6-chloro-7-(2-fluoro-6-hydroxyphenyl)-4-((2S)-2-methyl-4-(2-propenoyl)-1-piperazinyl)-1-(5-(2-propanyl)-1,3-thiazol-4-yl)pyrido[2,3-d]pyrimidin-2(1H)-one